(2S,3S,4R,5R)-5-(4-amino-7H-pyrrolo[2,3-d]pyrimidin-7-yl)-2-fluoro-2-(hydroxymethyl)-4-methyltetrahydrofuran-3,4-diol NC=1C2=C(N=CN1)N(C=C2)[C@H]2[C@@]([C@@H]([C@](O2)(CO)F)O)(O)C